(R)-(4-(4-fluoropyrazolo[1,5-a]pyridin-2-yl)-6,7-dihydro-1H-imidazo[4,5-c]pyridin-5(4H)-yl)(1-(trifluoromethyl)-1H-pyrazol-5-yl)methanone FC=1C=2N(C=CC1)N=C(C2)[C@@H]2N(CCC1=C2N=CN1)C(=O)C1=CC=NN1C(F)(F)F